NC=1C(=C(C=CC1)C1=C2CCC(C2=CC=C1)OC1=C(C(=C(C=O)C(=C1F)F)F)F)Cl 4-((4-(3-amino-2-chlorophenyl)-2,3-dihydro-1H-inden-1-yl)oxy)-2,3,5,6-tetrafluorobenzaldehyde